1,6-dimethyl-1H-pyrazolo[3,4-d]pyrimidine-4-thiol CN1N=CC=2C1=NC(=NC2S)C